(1R,2R,4R)-bicyclo[2.2.1]hept-5-en-2-carboxylate [C@H]12[C@@H](C[C@H](C=C1)C2)C(=O)[O-]